NC1=NC(=C(C=2C1=NN(C2)CC2=NC=CC=C2F)C2=CC=NN2CC)C2=C(C#N)C=CC=C2 (7-amino-4-(1-ethyl-1H-pyrazol-5-yl)-2-((3-fluoropyridin-2-yl)methyl)-2H-pyrazolo[3,4-c]pyridin-5-yl)benzonitrile